ClC1=NSC=C1Cl 3,4-dichloro-isothiazole